NC=1N=NC(=CC1N1C[C@H](O[C@H](C1)C)C1=CC(=C(C(=O)OC)C(=C1)C)C)Cl Methyl 4-((2R,6s)-4-(3-amino-6-chloropyridazin-4-yl)-6-methylmorpholin-2-yl)-2,6-dimethylbenzoate